C(#N)C=1C=CC=NC1OC(F)F 5-Cyano-6-(difluoromethoxy)pyridin